CC1=CN=C(S1)C=1C=C(OC2CC3(CN(C3)C(=O)OC(C)(C)C)C2)C=C(C1)C(N[C@H](C)C=1C=NC(=NC1)C(F)(F)F)=O tert-butyl 6-[3-(5-methyl-1,3-thiazol-2-yl)-5-({(1R)-1-[2-(trifluoromethyl) pyrimidin-5-yl]ethyl}carbamoyl) phenoxy]-2-azaspiro[3.3]heptane-2-carboxylate